(S)-4-(2-(4-(5-chloro-2-(4-(trifluoromethyl)-1H-1,2,3-triazol-1-yl)phenyl)-5-methoxy-2-oxopyridin-1(2H)-yl)-3-cyclobutyl-propionamido)-2-fluoro-N-(methylsulfonyl)benzamide ClC=1C=CC(=C(C1)C1=CC(N(C=C1OC)[C@H](C(=O)NC1=CC(=C(C(=O)NS(=O)(=O)C)C=C1)F)CC1CCC1)=O)N1N=NC(=C1)C(F)(F)F